The molecule is a member of triazoles and a heteroaryl hydroxy compound. It is a tautomer of a 1-phenyl-1,2-dihydro-3H-1,2,4-triazol-3-one. It derives from a hydride of a 1-phenyl-1H-1,2,4-triazole. C1=CC=C(C=C1)N2C=NC(=O)N2